FC=1C(=NC(=CC1)OC)C(=O)N1C2CN(C(C1)CC2)CC2=C(N=C1N2C=CC=N1)C1=CC=C(C=C1)C(C)C (3-fluoro-6-methoxypyridin-2-yl)(5-{[2-(4-isopropylphenyl)imidazo[1,2-a]pyrimidin-3-yl]methyl}-2,5-diazabicyclo[2.2.2]oct-2-yl)methanone